sodium (2S)-2-(4-chloro-2-ethenylphenoxy)propanoate ClC1=CC(=C(O[C@H](C(=O)[O-])C)C=C1)C=C.[Na+]